1-(furan-2-yl)ethan-1-one O1C(=CC=C1)C(C)=O